pyrido[4,3-b][1,4]oxazine O1C2=C(N=CC1)C=NC=C2